2'-deoxy-5-methylcytidine phosphorothioate P(O)(O)(=S)OC[C@@H]1[C@H](C[C@@H](O1)N1C(=O)N=C(N)C(=C1)C)O